tert-butyl (rac)-7-acryloyl-2-(4-cyclopropylphenyl)-2,3,4,5a,6,7,8,9-octahydro-5H-10-oxa-1,2,5,7-tetraazacycloocta[cd]indene-5-carboxylate C(C=C)(=O)N1C[C@H]2C=3C(=NN(C3CCN2C(=O)OC(C)(C)C)C2=CC=C(C=C2)C2CC2)OCC1 |r|